1-(4-Bromophenyl)cyclopropane-1-carboxylic acid ethyl ester C(C)OC(=O)C1(CC1)C1=CC=C(C=C1)Br